C(CC(C)O)O d-1,3-butylene glycol